CC(CCCCCC=O)=C 7-methyl-7-octenal